BrC1(CC(=CC=C1)Br)I 1,3-dibromo-1-iodobenzene